[Br-].CN1CC=C(C=C1)C 1,4-dimethylpyridine bromide